N[C@](C(=O)O)(CC)C (S)-2-amino-2-methylbutyric acid